(S)-4-(4-((4-([1,2,4]triazolo[1,5-a]pyridin-7-yloxy)-5-chloro-2-fluorophenyl)amino)-7-bromopyrido[3,2-d]pyrimidin-6-yl)-2-(hydroxymethyl)piperazine-1-carboxylic acid tert-butyl ester C(C)(C)(C)OC(=O)N1[C@@H](CN(CC1)C=1C(=CC=2N=CN=C(C2N1)NC1=C(C=C(C(=C1)Cl)OC1=CC=2N(C=C1)N=CN2)F)Br)CO